ClC=1C=C(C(=O)O)C=C(C1)C(=O)OC 3-chloro-5-(methoxycarbonyl)benzoic acid